(4-methoxy-1-(((S)-tetrahydrofuran-2-yl)methyl)piperidin-4-yl)methanone COC1(CCN(CC1)C[C@H]1OCCC1)C=O